CN1N=CC=2C1=NC=NC2SCC(=O)C2=CC=C(S2)CNC(CC2=CC=NC=C2)=O N-((5-(2-((1-methyl-1H-pyrazolo[3,4-d]pyrimidin-4-yl)thio)acetyl)thiophen-2-yl)methyl)-2-(pyridin-4-yl)acetamide